ClC=1C=NC(=C(C(=O)NC2CCC(CC2)CN2C(N(C3=C2C=CC=C3)C3=CC(=NC=C3)N(C)C)=O)C1)C(F)(F)F 5-chloro-N-((1r,4r)-4-((3-(2-(dimethylamino)pyridin-4-yl)-2-oxo-2,3-dihydro-1H-benzo[d]imidazol-1-yl)methyl)cyclohexyl)-2-(trifluoromethyl)nicotinamide